1,3-bis{(4-amidino)-phenoxymethyl}-6-methylbenzene dihydrochloride Cl.Cl.C(N)(=N)C1=CC=C(OCC2=CC(=CC=C2C)COC2=CC=C(C=C2)C(N)=N)C=C1